((4R,5R)-5-(2,6-dichlorophenyl)-2,2-dimethyl-1,3-dioxolan-4-yl)methyl sulfamate S(N)(OC[C@H]1OC(O[C@@H]1C1=C(C=CC=C1Cl)Cl)(C)C)(=O)=O